N-(1,3-benzodioxol-4-ylmethyl)-1-phenyl-methylamine O1COC2=C1C=CC=C2CNCC2=CC=CC=C2